C(#N)N[N+]1=CC=CC=C1 cyanoaminopyridinium